NC1=C(C=NN1C1=CC2=C(NC(=N2)C2CC2)C=C1)C(=O)C=1NC2=CC=C(C=C2C1)F (5-amino-1-(2-cyclopropyl-1H-benzo[d]imidazol-5-yl)-1H-pyrazol-4-yl)(5-fluoro-1H-indol-2-yl)methanone